N1(CCNCC1)CCN1C[C@@H](CC1)NC1=NC=C(C(=N1)C1=CNC2=NC=CC=C21)C(F)(F)F (R)-N-(1-(2-(Piperazin-1-yl)ethyl)pyrrolidin-3-yl)-4-(1H-pyrrolo[2,3-b]pyridin-3-yl)-5-(trifluoromethyl)pyrimidine-2-Amine